1-cyclobutyl-2-hydroxy-6-oxo-1,6-dihydropyrimidine-5-carboxylic acid C1(CCC1)N1C(=NC=C(C1=O)C(=O)O)O